C1(CC1)C1=NN(C=N1)C1CC2(CN(C2)C(=O)N2CC3(CN(C3)S(=O)(=O)N3CCCCC3)C2)C1 [6-(3-cyclopropyl-1,2,4-triazol-1-yl)-2-azaspiro[3.3]heptan-2-yl]-[2-(1-piperidylsulfonyl)-2,6-diazaspiro[3.3]heptan-6-yl]methanone